2-(3-methylimidazole-4-yl)quinoline-4-carbaldehyde CN1C=NC=C1C1=NC2=CC=CC=C2C(=C1)C=O